FC=1C=C(C=CC1F)C(C#N)=C1CCN(CC1)C(=O)N1CCC(CC1)O 2-(3,4-Difluorophenyl)-2-(1-(4-hydroxypiperidin-1-carbonyl)piperidin-4-yliden)acetonitril